NC=1N=CC(=NC1OC=1C=NN(C1)C1CCN(CC1)C)C=1C=C(C=C(C1)C)[C@@H]1CCC(N1)=O (S)-5-(3-(5-amino-6-((1-(1-methylpiperidin-4-yl)-1H-pyrazol-4-yl)oxy)pyrazin-2-yl)-5-methylphenyl)pyrrolidin-2-one